NC1=C(C(N(C2=CC(=CC=C12)C(=O)OC)C1=CC=CC=C1)=O)C(=O)OC methyl 4-amino-7-(methoxycarbonyl)-2-oxo-1-phenyl-1,2-dihydroquinoline-3-carboxylate